6,7-dichloro-1-(4,6-diethylpyrimidin-5-yl)pyrido[2,3-d]Pyrimidine-2,4(1H,3H)-dione ClC1=CC2=C(N(C(NC2=O)=O)C=2C(=NC=NC2CC)CC)N=C1Cl